L-2-oxo-butyric acid O=C(C(=O)O)CC